FC(C(=O)NC=1C(=NC=CC1)C#CC1=CC(=NC=C1)NC(OC(C)(C)C)=O)(F)F tert-butyl N-[4-[2-[3-[(2,2,2-trifluoroacetyl)amino]-2-pyridyl]ethynyl]-2-pyridyl]carbamate